ClCC1=C2CCN(CC2=CC(=C1)F)C(=O)OC(C)(C)C Tert-Butyl 5-(chloromethyl)-7-fluoro-3,4-dihydroisoquinoline-2(1H)-carboxylate